3H-spiro[benzofuran-2,4'-piperidine]-1'-carboxylic acid tert-butyl ester C(C)(C)(C)OC(=O)N1CCC2(CC1)OC1=C(C2)C=CC=C1